C1(CC1)C=1N=NN(C1)[C@H](C(=O)N1[C@@H](C[C@H](C1)O)C(=O)NC(C=1C=NN(C1)C)C1=CC=C(C=C1)F)C(C)(C)C (2S,4R)-1-[(2S)-2-(4-cyclopropyltriazol-1-yl)-3,3-dimethyl-butanoyl]-N-[(4-fluorophenyl)-(1-methylpyrazol-4-yl)methyl]-4-hydroxy-pyrrolidine-2-carboxamide